O=C1N(C=CC(=C1)C(F)(F)F)CC1CC2(CN(C2)C(=O)N2C[C@@H]3[C@@H](OCC(N3)=O)CC2)C1 (4aR,8aS)-6-[6-[[2-oxo-4-(trifluoromethyl)-1-pyridyl]methyl]-2-azaspiro[3.3]heptane-2-carbonyl]-4,4a,5,7,8,8a-hexahydropyrido[4,3-b][1,4]oxazin-3-one